O=S1(CCC2=C1C(=CC=C2[Sn](CCCC)(CCCC)CCCC)NC(C)=O)=O N-[1,1-di-oxo-4-(tributylstannyl)-2,3-dihydro-1λ6-benzothiophen-7-yl]acetamide